1-(2-(pyridin-3-yloxy)ethyl)-1H-pyrazole-3-carboxylic acid N1=CC(=CC=C1)OCCN1N=C(C=C1)C(=O)O